2-(4-(4-(Dimethylamino)piperidine-1-carbonyl)phenyl)-4-(2-(4-fluoro-3-methoxyphenyl)hydrazino)-5-phenyl-2,4-dihydro-3H-pyrazol-3-one CN(C1CCN(CC1)C(=O)C1=CC=C(C=C1)N1N=C(C(C1=O)NNC1=CC(=C(C=C1)F)OC)C1=CC=CC=C1)C